6-bromo-8-(prop-1-en-2-yl)imidazo[1,2-a]Pyridine BrC=1C=C(C=2N(C1)C=CN2)C(=C)C